N-benzyl-N-{(R)-2-[3-endo-(3-hydroxyphenyl)-8-azabicyclo[3.2.1]oct-8-yl]-1-methylethyl}succinamic acid C(C1=CC=CC=C1)N(C(CCC(=O)O)=O)[C@@H](CN1C2CC(CC1CC2)C2=CC(=CC=C2)O)C